ClC1=C(C=CC=C1)C1N(CCC1)C1=NC=C(C(=O)N[C@H](C)\C=C\S(=O)(=O)C)C(=C1)F 6-(2-(2-chlorophenyl)pyrrolidin-1-yl)-4-fluoro-N-((R,E)-4-(methylsulfonyl)but-3-en-2-yl)nicotinamide